N5-(3-fluoro-4-(4-N-methylpiperid-4-ylpiperazinyl)phenyl)-1H-1,2,4-triazole-3,5-diamine FC=1C=C(C=CC1N1C(CN(CC1)C)C1CCNCC1)NC1=NC(=NN1)N